(S)-tert-butyl (3-(2-(3-(benzyloxy)-4-oxo-4H-pyran-2-yl)-1H-imidazol-1-yl)-1,1-diphenylpropan-2-yl)carbamate C(C1=CC=CC=C1)OC1=C(OC=CC1=O)C=1N(C=CN1)C[C@H](C(C1=CC=CC=C1)C1=CC=CC=C1)NC(OC(C)(C)C)=O